3-(2-oxoethyl)benzoic acid O=CCC=1C=C(C(=O)O)C=CC1